C(C)N(C(=O)C1=CN=C(S1)C=1C(=NC=CN1)[C@H](C)NC(OC(C)(C)C)=O)C (+)-tert-Butyl [(1S)-1-(3-{5-[Ethyl(methyl)carbamoyl]-1,3-thiazol-2-yl}pyrazin-2-yl)ethyl]carbamate